C(OC[C@]1(O[C@H](C[C@@H]1OC(=O)OCC12CC3CC(CC(C1)C3)C2)N2C3=NC(=NC(=C3N=C2)N)F)C#C)(OCC23CC1CC(CC(C2)C1)C3)=O ((2R,3S,5R)-3-(1-adamantylmethoxycarbonyloxy)-5-(6-amino-2-fluoro-9H-purin-9-yl)-2-ethynyl-tetrahydrofuran-2-yl)methyl 1-adamantyl-methyl carbonate